COC(C)(C)C methyl-tertbutylether